C1CC(CCC1COC2=CC=CC(=C2)[C@@H](CCN)O)O (1,4-cis)-4-((3-((R)-3-amino-1-hydroxypropyl)phenoxy)methyl)cyclohexanol